NC1(CC1)COC1=CC=C(C=C1)C1=CC=C(C=C1)/C=C/CN1C(=NC=C1)[C@H](C)O (S,E)-1-(1-(3-(4'-((1-aminocyclopropyl)methoxy)-[1,1'-biphenyl]-4-yl)allyl)-1H-imidazol-2-yl)ethan-1-ol